NC1=CC=CC(=N1)C=1CCN(CC1)C(=O)[O-] 6-amino-3',6'-dihydro-[2,4'-bipyridyl]-1'(2'H)-carboxylate